CN(C1=C2N=CN(C2=NC=N1)[C@@H](C)C=1OC2=CC=CC(=C2C(C1C1=CC(=CC=C1)F)=O)F)C (S)-2-(1-(6-(dimethylamino)-9H-purin-9-yl)ethyl)-5-fluoro-3-(3-fluorophenyl)-4H-chromen-4-one